BrC1=C(C(=NN1COCC[Si](C)(C)C)C1=CCC2(CCN(CC2)C(=O)OC(C)(C)C)CC1)C1=NC=CC=N1 tert-butyl 9-(5-bromo-4-(pyrimidin-2-yl)-1-((2-(trimethylsilyl)ethoxy)-methyl)-1H-pyrazol-3-yl)-3-azaspiro[5.5]undec-8-ene-3-carboxylate